N=1N=CN(C1)C1=CC(=C2C=NNC2=C1)OCCOCCCCNCC=1C=C(C=C(C1)C(F)(F)F)CC#N 2-(3-(((4-(2-((6-(4H-1,2,4-triazol-4-yl)-1H-indazol-4-yl)oxy)ethoxy)butyl)amino)methyl)-5-(trifluoromethyl)phenyl)acetonitrile